N1(CCNCC1)CO[Si](OC)(C)CCC piperazinyl-propyl-methyldimethoxysilane